C(CCCC(=O)OCC(CCCCCCCC)CCCCCC)(=O)O[C@@H](C(NCCC(OCCCCCCCCCCC)=O)=O)C(COC(CCN1CCOCC1)=O)(C)C (R)-3,3-Dimethyl-4-((3-morpholinopropanoyl)oxy)-1-oxo-1-((3-oxo-3-(undecyloxy)propyl)amino)butan-2-yl (2-hexyldecyl) glutarate